ClC1=CC2=C(N(C(N=C2N2[C@H](CN(CC2)C(C=C)=O)C)=O)C2=C(C=CC=C2CC)CC)N=C1N1C[C@H](CC1)OC 6-chloro-1-(2,6-diethylphenyl)-7-((3S)-3-methoxy-1-pyrrolidinyl)-4-((2S)-2-methyl-4-(2-propenoyl)-1-piperazinyl)pyrido[2,3-d]pyrimidin-2(1H)-one